C(CCCCCCCCCCC)NCCN N-dodecyl-ethane-1,2-diamine